1-(3,4-bis-trifluoromethoxy-benzyl)pseudouridine FC(OC=1C=C(CN2C=C([C@H]3[C@H](O)[C@H](O)[C@@H](CO)O3)C(NC2=O)=O)C=CC1OC(F)(F)F)(F)F